methyl (2S,4R)-1-((R)-2-(2-naphthamido)-3-cyclohexylpropanoyl)-4-(piperidin-1-yl)pyrrolidine-2-carboxylate C1=C(C=CC2=CC=CC=C12)C(=O)N[C@@H](C(=O)N1[C@@H](C[C@H](C1)N1CCCCC1)C(=O)OC)CC1CCCCC1